(1,1-dimethylethyl)difluorosilane CC(C)(C)[SiH](F)F